(1-(cyclopropylsulfonyl)piperidin-4-yl)-5-fluoro-4-(5-fluoro-6-isopropoxypyridin-3-yl)pyrimidin-2-amine C1(CC1)S(=O)(=O)N1CCC(CC1)C1=C(C(=NC(=N1)N)C=1C=NC(=C(C1)F)OC(C)C)F